(tri-thio) sulfide S1SSS1